tert-Butyl 4-hydroxybutylmethylcarbamate OCCCCN(C(OC(C)(C)C)=O)C